3-(trifluoromethyl)benzamidine FC(C=1C=C(C(=N)N)C=CC1)(F)F